(diethylamino)butylmalonic acid C(C)N(CC)CCCCC(C(=O)O)C(=O)O